NC=1C(=NC(=C(N1)C1=CC=C(C=C1)F)CCC1=CC=CC=C1)C#N 3-amino-5-(4-fluorophenyl)-6-phenethylpyrazine-2-carbonitrile